2-(1-ethyl-1H-pyrazol-5-yl)-N-(1-methylcyclopropyl)pyrido[3,4-d]Pyrimidin-4-amine C(C)N1N=CC=C1C=1N=C(C2=C(N1)C=NC=C2)NC2(CC2)C